9-(4-((1-(3-Fluoropropyl)azetidin-3-yl)methyl)phenyl)-8-(2-methyl-4-(trifluoromethyl)phenyl)-6,7-dihydro-5H-benzo[7]annulen FCCCN1CC(C1)CC1=CC=C(C=C1)C1=C(CCCC2=C1C=CC=C2)C2=C(C=C(C=C2)C(F)(F)F)C